C(C)(C)C1=C(C=C(C=C1OC)CCC1=CC=CC=C1)OC 2-isopropyl-1,3-dimethoxy-5-phenethyl-benzene